F[P-](F)(F)(F)(F)F.NC(CC)C=1NC=CN1 1-aminopropyl-imidazole hexafluorophosphate